BrC=1C=C(C=C(C1)F)NC(=S)NC(C1=CC=CC=C1)=O N-((3-bromo-5-fluorophenyl)carbamothioyl)benzamide